5-(3-methylpyridin-2-yl)-N-(4-methylpyridin-2-yl)-1,3,4-oxadiazol-2-amine CC=1C(=NC=CC1)C1=NN=C(O1)NC1=NC=CC(=C1)C